4-(tert-Butyl)-N-iso-butyl-2-methoxy-1H-imidazole-1-carboxamide C(C)(C)(C)C=1N=C(N(C1)C(=O)NCC(C)C)OC